2-(3-((Tetrahydro-2H-pyran-2-yl)oxy)-1-(5-(trifluoromethyl)pyrimidin-2-yl)piperidin-4-yl)acetamide O1C(CCCC1)OC1CN(CCC1CC(=O)N)C1=NC=C(C=N1)C(F)(F)F